[N+](=O)([O-])C=1C(=NON1)C(=O)N 4-nitro-1,2,5-oxadiazole-3-carboxamide